5-exo-isopropyl-6-endo-nitro-bicyclo[2.2.1]hept-2-ene C(C)(C)C1C2C=CC(C1[N+](=O)[O-])C2